N-[(3s,4r)-1-benzyl-4-fluoro-pyrrolidin-3-yl]-7-bromo-2-chloro-N-methyl-6-(trifluoromethyl)quinazolin-4-amine C(C1=CC=CC=C1)N1C[C@@H]([C@@H](C1)F)N(C1=NC(=NC2=CC(=C(C=C12)C(F)(F)F)Br)Cl)C